C12CC(CC(CC1)C2)N bicyclo[3.2.1]octan-3-amine